N~2~-benzyl-N~2~-(3-bromobenzyl)-N-((1R,2R,4S)-7-cyano-7-azabicyclo[2.2.1]heptan-2-yl)glycinamide C(C1=CC=CC=C1)N(CC(=O)N[C@H]1[C@H]2CC[C@@H](C1)N2C#N)CC2=CC(=CC=C2)Br